[N+](=O)([O-])C1=CC(=C(C=C1)OCCC1=CC=C(C=C1)C(F)(F)F)C(F)(F)F 4-nitro-2-(trifluoromethyl)-1-(4-(trifluoromethyl)phenethyloxy)benzene